C(#N)C1=CN(C2=NC(=CC(=C21)C2=C(C(=CC=C2C)OC)C)C(=O)N)C 3-cyano-4-(3-methoxy-2,6-dimethylphenyl)-1-methyl-pyrrolo[2,3-b]pyridine-6-carboxamide